ClC1=NC=CC(=N1)C1=CN=C2N1N=C(C(=C2)OC)C2COC2 3-(2-chloropyrimidin-4-yl)-7-methoxy-6-(oxetan-3-yl)imidazo[1,2-b]pyridazine